4-((2s,5R)-4-acryloyl-5-methylmorpholin-2-yl)-6-chloro-N-methyl-[2,4'-bipyridine]-2'-carboxamide C(C=C)(=O)N1C[C@@H](OC[C@H]1C)C1=CC(=NC(=C1)Cl)C1=CC(=NC=C1)C(=O)NC